ClC=1C(=C(C=CC1)C(C)(C)NC(=O)[C@@H]1CNCCO1)F (S)-N-(2-(3-chloro-2-fluoro-phenyl)propan-2-yl)morpholine-2-carboxamide